4,5-dimethyl-2-octylimidazole CC=1N=C(NC1C)CCCCCCCC